6-((2-(1-((1-(3-(2,6-dioxopiperidin-3-yl)-4-oxo-3,4-dihydrobenzo[d][1,2,3]triazin-5-yl)piperidin-4-yl)methyl)piperidin-4-yl)ethyl)amino)-9H-purin O=C1NC(CCC1N1N=NC2=C(C1=O)C(=CC=C2)N2CCC(CC2)CN2CCC(CC2)CCNC2=C1N=CNC1=NC=N2)=O